2-((5-(1-(4-(chloromethyl)phenyl)piperidin-4-yl)pyridin-2-yl)amino)-7-cyclopentyl-N,N-dimethyl-7H-pyrrolo[2,3-d]pyrimidine-6-carboxamide ClCC1=CC=C(C=C1)N1CCC(CC1)C=1C=CC(=NC1)NC=1N=CC2=C(N1)N(C(=C2)C(=O)N(C)C)C2CCCC2